COC1=CC=C(C=C1)C=1C(N=CC=CC1)C1=CC(=C(C(=C1)OC)OC)OC 3-(4-methoxyphenyl)-2-(3,4,5-trimethoxyphenyl)-2H-azepine